[I-].C(C)N(C(=O)[C@H]1C[N+]([C@@H]2CC=3C4=C(C2=C1)C=CC=C4NC3)(C)CC)CC (6aR,9R)-9-(diethylcarbamoyl)-7-ethyl-7-methyl-4,6,6a,7,8,9-hexahydroindolo[4,3-fg]quinolin-7-ium iodide